FC1=C(C=C(OC2=CC(=C(C=C2C)N=CN(C)CC)C)C=C1)C(F)(F)F N'-(4-(4-fluoro-3-trifluoromethyl-phenoxy)-2,5-dimethyl-phenyl)-N-ethyl-N-methyl-formamidine